1-(9Z-heptadecenoyl)-2-(13Z,16Z-docosadienoyl)-glycero-3-phosphoserine CCCCCCC/C=C\CCCCCCCC(=O)OC[C@H](COP(=O)(O)OC[C@@H](C(=O)O)N)OC(=O)CCCCCCCCCCC/C=C\C/C=C\CCCCC